5-chloro-2-(piperidin-1-yl)thiazolo[4,5-b]Pyridine ClC1=CC=C2C(=N1)N=C(S2)N2CCCCC2